NC(C(O)C1=CC=C(C=C1)[N+](=O)[O-])CO 2-Amino-1-(4-nitrophenyl)-1,3-propanediol